(R)-2-(1-((4'-(1,1,1,3,3,3-hexafluoro-2-hydroxypropan-2-yl)-2-methyl-[1,1'-biphenyl]-4-yl)methyl)-4-(pyridin-4-ylmethyl)piperazin-2-yl)acetic acid FC(C(C(F)(F)F)(O)C1=CC=C(C=C1)C1=C(C=C(C=C1)CN1[C@@H](CN(CC1)CC1=CC=NC=C1)CC(=O)O)C)(F)F